3-carbamimidamido-2-(hydroxyimino)-propanoic acid N(C(=N)N)CC(C(=O)O)=NO